C(C)(C)OC(=O)[C@@H]1OCC[C@H](C1)OC=1C(=NC(=CC1)C=1N=NN(C1CO)C)C |r| (±)-trans-4-((6-(5-(hydroxymethyl)-1-methyl-1H-1,2,3-triazol-4-yl)-2-methylpyridin-3-yl)oxy)tetrahydro-2H-pyran-2-carboxylic acid isopropyl ester